2-((2-hydroxyphenyl)(3H-imidazo[4,5-b]pyridin-2-yl)methyl)isoindolin-1-one OC1=C(C=CC=C1)C(N1C(C2=CC=CC=C2C1)=O)C1=NC=2C(=NC=CC2)N1